C(C)(C)(C)OC(=O)N1CC(C1)(F)CN1CCN(CC1)C(=O)OCC1=CC=CC=C1 1-Benzyl 4-[(1-tert-butoxycarbonyl-3-fluoro-azetidin-3-yl) methyl]piperazine-1-carboxylate